3'-methyl-3-(3-methyl-1,2,4-oxadiazol-5-yl)-4-pentyl-[1,1'-biphenyl]-2,6-diol CC=1C=C(C=CC1)C=1C(=C(C(=CC1O)CCCCC)C1=NC(=NO1)C)O